3-(6-chloropyridin-2-yl)-6,7-dihydropyrazolo[1,5-a]pyrazine-5(4H)-carboxylate ClC1=CC=CC(=N1)C=1C=NN2C1CN(CC2)C(=O)[O-]